S(=O)(=O)(O)[O-].C(=C)[N+]1=CN(C=C1)CCCCCCCC[NH+]1CN(CC1)C=C.S(=O)(=O)(O)[O-] 3-vinyl-1-[8-(3-vinylimidazolidine-1-ium-1-yl)octyl]imidazolium hydrogen sulfate